tert-Butyl methyl(4-fluoro-1-formylisoquinolin-5-yl)carbamate CN(C(OC(C)(C)C)=O)C1=C2C(=CN=C(C2=CC=C1)C=O)F